O=C(CNC(=O)C1=NC=CN=C1)C1=CN(CCS1)C=1C2=C(N=CN1)N(C=C2)COCC[Si](C)(C)C N-(2-oxo-2-(4-(7-((2-(trimethylsilyl)ethoxy)methyl)-7H-pyrrolo[2,3-d]pyrimidin-4-yl)-3,4-dihydro-2H-1,4-thiazin-6-yl)ethyl)pyrazine-2-carboxamide